N-(2-(1-(allyloxy)ethoxy)ethyl)-acrylic amide C(C=C)OC(C)OCCNC(C=C)=O